C(C)OC(=O)C1OC(C(C1C(=O)OCC)=O)(C)C 5,5-dimethyl-4-oxotetrahydrofuran-2,3-dicarboxylic acid diethyl ester